COC1=CC=C(C=C1)C1=NOC(=N1)N1CCC(CC1)C(=O)NCC1CN(CC1)CC1=CSC=C1 1-(3-(4-Methoxyphenyl)-1,2,4-oxadiazol-5-yl)-N-((1-(Thiophen-3-ylmethyl)pyrrolidin-3-yl)methyl)piperidin-4-carboxamid